2-[3-(6-Amino-3-azabicyclo[3.1.0]hexan-3-carbonyl)-5,6-dihydrocyclopenta[c]pyrazol-1(4H)-yl]-1-[4-(2,3-dimethylphenyl)piperazin-1-yl]ethan-1-on NC1C2CN(CC12)C(=O)C=1C2=C(N(N1)CC(=O)N1CCN(CC1)C1=C(C(=CC=C1)C)C)CCC2